C(CCC)C=1C=CC(=NC1)C(=O)N=[N+]=[N-] 5-butylpyridineformyl azide